(R or S)-4-[(S)-[4-(2-fluoroethoxy)phenyl]-phenyl-methyl]piperidine FCCOC1=CC=C(C=C1)[C@@H](C1CCNCC1)C1=CC=CC=C1